(S)-2-(((1-((S)-1-((tert-butyldimethylsilyl)oxy)propan-2-yl)-3-ethoxy-4-iodo-1H-pyrazol-5-yl)methyl)(ethyl)amino)propan-1-ol [Si](C)(C)(C(C)(C)C)OC[C@H](C)N1N=C(C(=C1CN([C@H](CO)C)CC)I)OCC